3-(3-(1-benzyl-1H-1,2,4-triazol-3-yl)pyrrolidin-1-yl)-6-(1-methyl-1H-pyrazol-4-yl)pyrazolo[1,5-b]pyridazine C(C1=CC=CC=C1)N1N=C(N=C1)C1CN(CC1)C=1C=NN2N=C(C=CC21)C=2C=NN(C2)C